4-(2-methyl-4-nitro-phenyl)sulfanylpiperidine CC1=C(C=CC(=C1)[N+](=O)[O-])SC1CCNCC1